N-[4-(Chlorodifluoromethoxy)phenyl]-5'-(difluoromethyl)-2-oxo-2H-[1,3'-bipyridine]-5-carboxamide ClC(OC1=CC=C(C=C1)NC(=O)C=1C=CC(N(C1)C=1C=NC=C(C1)C(F)F)=O)(F)F